N-[(3S)-4-{[(2S,4S)-6-chloro-4-hydroxy-3,4-dihydro-2H-1-benzopyran-2-carbonyl]amino}-3-hydroxybicyclo[2.2.2]octan-1-yl]-3-(difluoromethyl)-1,2-oxazole-5-carboxamide ClC=1C=CC2=C([C@H](C[C@H](O2)C(=O)NC23[C@H](CC(CC2)(CC3)NC(=O)C3=CC(=NO3)C(F)F)O)O)C1